Chloromethyl-silan ClC[SiH3]